N1CCC(CC1)N1CC2CCC(C1)N2C(=O)OC(C)(C)C tert-butyl 3-(piperidin-4-yl)-3,8-diazabicyclo[3.2.1]octane-8-carboxylate